CC(CCO)CCO 3-METHYLPENTANE-1,5-diol